[I-].C(C)(C)[N+]1=CC=C(C2=CC=CC=C12)/C(/OC)=C\1/N(C2=CC=C(C=C2C=C1)OC)C(C)C (Z)-1-isopropyl-4-((1-isopropyl-6-methoxyquinolin-2(1H)-ylidene)(methoxy)methyl)quinolin-1-ium Iodide